(R)-3'-(3-aminopropyl)-6'-hydroxy-2',4',6'-trimethylspiro[cyclopropane-1,5'-inden] NCCCC1=C(CC2=C[C@@](C3(C(=C12)C)CC3)(C)O)C